C[C@H]1CN(CC[C@H]1C1=CC=C2C=NNC2=C1)C1COC1 |&1:6| (R,R and S,S)-6-(3-methyl-1-(oxetan-3-yl)piperidin-4-yl)-1H-indazole